NC(CNC(=O)C1=NC(=CN=C1)C=1NC=2CC(CC(C2C1C)=O)(C)C)(C)C N-(2-amino-2-methylpropyl)-6-(3,6,6-trimethyl-4-oxo-4,5,6,7-tetrahydro-1H-indol-2-yl)pyrazine-2-carboxamide